FC1=CC=C(CNC(C2=CC(=CC=C2)CN2C=NC3=CC=C(C=C3C2=O)C=2C=NNC2)=O)C=C1 N-(4-fluorobenzyl)-3-((4-oxo-6-(1H-pyrazol-4-yl)quinazolin-3(4H)-yl)methyl)benzamide